NC1=NC2=CC=CC(=C2C(=C1)O)C#C[Si](C(C)C)(C(C)C)C(C)C amino-5-((triisopropylsilyl)ethynyl)quinoline-4-ol